2-(4-benzylpiperidin-1-yl)-8-methyl-4-phenyl-4H-pyrimido[1,2-a][1,3,5]triazin-6-ol C(C1=CC=CC=C1)C1CCN(CC1)C=1N=C2N(C(N1)C1=CC=CC=C1)C(=CC(=N2)C)O